C[C@@H]1CN(CCN1C)C1=CC=C2N=CC(=NC2=C1)C=1C=NN(C1)[C@@H]1C[C@H](C1)CCCNC=1C=C2C(N(C(C2=CC1)=O)C1C(NC(CC1)=O)=O)=O 5-((3-(trans-3-(4-(7-((R)-3,4-dimethylpiperazin-1-yl)quinoxalin-2-yl)-1H-pyrazol-1-yl)cyclobutyl)propyl)amino)-2-(2,6-dioxopiperidin-3-yl)isoindoline-1,3-dione